ClC1=C(C(=CC=C1)Cl)C=1OC(=C(N1)C(=O)N)NC1=CC=C(C=C1)C(=O)N1CCS(CC1)(=O)=O 2-(2,6-dichlorophenyl)-5-[4-(1,1-dioxo-1,4-thiazinane-4-carbonyl)anilino]oxazole-4-carboxamide